FC=1C=C(C=C(C1)N1C(CC[C@@H]1C(NCC=C)=O)=O)[C@H](CC=C)NC(OC(C)(C)C)=O tert-butyl N-[(1S)-1-{3-fluoro-5-[(5R)-2-oxo-5-[(prop-2-en-1-yl)carbamoyl]pyrrolidin-1-yl]phenyl}but-3-en-1-yl]carbamate